C(C)C(COCCCNCCCC=1NC=CN1)CCCC N-(3-(2-ethylhexyloxy)propyl)-3-(imidazolyl)propan-1-amine